tert-butyl 1-(1-methyl-1H-1,2,4-triazol-3-yl)-6-azabicyclo[3.1.1]heptane-6-carboxylate CN1N=C(N=C1)C12CCCC(N1C(=O)OC(C)(C)C)C2